N1=C(C=CC2=CC=CC=C12)C=1NC=CN1 quinolyl-imidazole